7-(chloromethyl)-3-phenyl-2-(pyridin-2-yl)imidazo[1,2-a]pyridine ClCC1=CC=2N(C=C1)C(=C(N2)C2=NC=CC=C2)C2=CC=CC=C2